2,6-bis(nonadecyl)pyridine C(CCCCCCCCCCCCCCCCCC)C1=NC(=CC=C1)CCCCCCCCCCCCCCCCCCC